ClC1=CC=C(C=C1)C1(C=2C(=NC=C1C(C(=O)OCC)=O)N(C(C2C)C)CC=2C=NN(C2)C)C Ethyl 2-(4-(4-chlorophenyl)-2,3,4-trimethyl-1-((1-methyl-1H-pyrazol-4-yl) methyl)-1H-pyrrolo[2,3-b]pyridin-5-yl)-2-oxoacetate